6-(2-((5-(4-ethylpiperazine-1-carbonyl)pyridin-2-yl)amino)-5-fluoropyrimidin-4-yl)-2-isopropyl-3,4-dihydro-2H-isoquinolin-1-one C(C)N1CCN(CC1)C(=O)C=1C=CC(=NC1)NC1=NC=C(C(=N1)C=1C=C2CCN(C(C2=CC1)=O)C(C)C)F